4-methyl-1-(4-nitrobenzyl)quinoline CC1=CCN(C2=CC=CC=C12)CC1=CC=C(C=C1)[N+](=O)[O-]